(5-cyano-4-((2-methoxyethyl)amino)pyridin-2-yl)-5-formyl-1-ethyl-1H-pyrrolo[3,2-b]pyridine-3-carboxamide C(#N)C=1C(=CC(=NC1)C1=C(C2=NC(=CC=C2N1CC)C=O)C(=O)N)NCCOC